ClC=1C=CC(=C(C1)C[C@@H](C(=O)O)NC(=O)OCC1C2=CC=CC=C2C=2C=CC=CC12)C1=NC=CC=C1 (2S)-3-[5-chloro-2-(pyridin-2-yl)phenyl]-2-{[(9H-fluoren-9-ylmethoxy)carbonyl]amino}propanoic acid